C(C)(C)(C)OC(=O)N1CCC(CC1)C1=C2CCCN(C2=CC=C1)C1C(NC(CC1)=O)=O.CC1=NC2=C(C=CC=C2C=C1)NC(C1=CC=CC=C1)=O N-(2-methylquinolin-8-yl)benzamide tert-butyl-4-[1-(2,6-dioxo-3-piperidyl)-3,4-dihydro-2H-quinolin-5-yl]piperidine-1-carboxylate